2-(tert-butoxycarbonylamino)bicyclo[2.2.1]heptane-2-carboxylic acid C(C)(C)(C)OC(=O)NC1(C2CCC(C1)C2)C(=O)O